(1S,1'R)-1'-(4-(4-(dimethoxymethyl)piperidin-1-yl)phenyl)-2,3,3',4'-tetrahydro-1'H-spiro[indene-1,2'-naphthalen]-6'-ol COC(C1CCN(CC1)C1=CC=C(C=C1)[C@@H]1[C@@]2(CCC3=CC(=CC=C13)O)CCC1=CC=CC=C12)OC